N-{4-[1-(difluoromethyl)-1H-Pyrazol-4-yl]-3-sulfamoylphenyl}-2-(2-methylphenyl)acetamide FC(N1N=CC(=C1)C1=C(C=C(C=C1)NC(CC1=C(C=CC=C1)C)=O)S(N)(=O)=O)F